2,2'-dichloro-3'-(6-((((1r,3r)-3-hydroxy-3-methylcyclobutyl)amino)methyl)-5-methoxypyridin-3-yl)-[1,1'-biphenyl] ClC1=C(C=CC=C1)C1=C(C(=CC=C1)C=1C=NC(=C(C1)OC)CNC1CC(C1)(C)O)Cl